ClC1=CC=C(C=C1)C1=CCC(CC1)(F)F 4'-chloro-4,4-difluoro-3,4,5,6-tetrahydro-[1,1'-biphenyl]